3-[2-[(3S,5R)-3,5-dimethylpiperazin-1-yl]pyrimidin-5-yl]-6-[5-(6-methyl-2-pyridyl)-1H-imidazol-4-yl]quinoline C[C@H]1CN(C[C@H](N1)C)C1=NC=C(C=N1)C=1C=NC2=CC=C(C=C2C1)C=1N=CNC1C1=NC(=CC=C1)C